FC(C1=NC=NN1)F 5-(difluoromethyl)-1,2,4-triazole